ClC=1C=C(C=C(C1)NS(=O)(=O)C)NC(=O)C=1SC(=C(C1)C1=NC=C(C=N1)OC(F)F)C N-(3-chloro-5-(methylsulfonamido)phenyl)-4-(5-(difluoromethoxy)pyrimidin-2-yl)-5-methylthiophene-2-carboxamide